Rhodium (I) bis(1,5-cyclooctadiene) tetrafluoroborate F[B-](F)(F)F.C1=CCCC=CCC1.C1=CCCC=CCC1.[Rh+]